C(C)(C)(C)OC(NCCC#CC1=NC(=CC=C1N)OC)=O (4-(3-amino-6-methoxypyridin-2-yl)but-3-yn-1-yl)-carbamic acid tert-butyl ester